C1(CCCC1)C1=NN=C2N1C=CC=C2C(=O)NC2=C(C=CC=C2)C=2SCC(N2)CC 3-cyclopentyl-N-(2-(4-ethyl-4,5-dihydrothiazol-2-yl)phenyl)-[1,2,4]triazolo[4,3-a]pyridine-8-carboxamide